8-(6-{[3-(2-Oxo-1-pyrrolidinyl)propyl](6-fluoro-3-pyridyl)carbonylamino}-3-pyridyl)-1-(2-acetylaminoethyl)-3-propylxanthine O=C1N(CCC1)CCCN(C1=CC=C(C=N1)C1=NC=2N(C(N(C(C2N1)=O)CCNC(C)=O)=O)CCC)C(=O)C=1C=NC(=CC1)F